(R)-3-((tert-butyldiphenylsilyl)oxy)propane-1,2-diol [Si](C1=CC=CC=C1)(C1=CC=CC=C1)(C(C)(C)C)OC[C@@H](CO)O